CC1=C(C=CC(=C1)F)C1=C(C=C(C=C1)F)C 2,2'-dimethyl-4,4'-difluoro-[1,1'-biphenyl]